(S)-2-hydroxy-6-((4-(2-(2-hydroxyethyl)benzoyl)-morpholin-3-yl)methoxy)-benzaldehyde OC1=C(C=O)C(=CC=C1)OC[C@H]1N(CCOC1)C(C1=C(C=CC=C1)CCO)=O